C(#N)C1=NN(N=C1C1=CC(=CC(=C1)C1=NC=CC(=N1)C(F)(F)F)C)COC(C)=O acetic acid 4-cyano-5-[3-methyl-5-(4-trifluoromethylpyrimidin-2-yl)phenyl]-2H-[1,2,3]triazol-2-ylmethyl ester